(R)-4-((1r,4S)-4-(3-bromo-2-(trifluoromethyl)phenoxy)cyclohexyl)butan-2-ol BrC=1C(=C(OC2CCC(CC2)CC[C@@H](C)O)C=CC1)C(F)(F)F